N1C[C@@H](CCCC1)N(C(=O)N1CCC(CC1)C1=CC(=NO1)C)C1=NC=CC2=CC=CC(=C12)C (R)-N-(azepan-3-yl)-N-(8-methylisoquinolin-1-yl)-4-(3-methylisoxazol-5-yl)piperidine-1-carboxamide